3-bromo-6-(4-cyclopropyl-6-methoxypyrimidin-5-yl)-1-((2-(trimethylsilyl)ethoxy)methyl)-1H-pyrazolo[3,4-d]pyrimidine BrC1=NN(C2=NC(=NC=C21)C=2C(=NC=NC2OC)C2CC2)COCC[Si](C)(C)C